N-(4-isopropylbenzyl)-2-(4-((3-methylbenzyl)amino)phenyl)acetamide C(C)(C)C1=CC=C(CNC(CC2=CC=C(C=C2)NCC2=CC(=CC=C2)C)=O)C=C1